5-bromo-3-fluoro-2-[1-isopropyl-4-(trifluoromethyl)imidazol-2-yl]pyridine BrC=1C=C(C(=NC1)C=1N(C=C(N1)C(F)(F)F)C(C)C)F